BOC-L-3,4,5-trifluorophenylalanine C(=O)(OC(C)(C)C)N[C@@H](CC1=CC(=C(C(=C1)F)F)F)C(=O)O